3-Methyl-2-oxo-5-[[4-(4-piperidyl)-1-piperidyl]methyl]benzimidazol CN1C(NC2=C1C=C(C=C2)CN2CCC(CC2)C2CCNCC2)=O